C1(CCCCC1)NCCCCCCCNC=1C=C(C=CC1)C1C(NC(CC1)=O)=O 3-(3-((7-(cyclohexylamino)heptyl)amino)phenyl)piperidine-2,6-dione